CC(C(O)C=1C=NC(=NC1)N1CCN(CC1)C=1C=NN2C1C=CC(=C2)C=2C=NN(C2)C)C 2-methyl-1-(2-{4-[6-(1-methylpyrazol-4-yl)pyrazolo[1,5-a]pyridin-3-yl]piperazin-1-yl}pyrimidin-5-yl)propan-1-ol